6-bromoquinazolinamide BrC=1C=C2C=NC(=NC2=CC1)C(=O)N